COC=1C=C(C=CC1OC)[C@@]12CCN([C@H]2CC2(CC1)OCC(O2)C2=CC=C(C=C2)[N+](=O)[O-])C (3a'S,7a'S)-3a'-(3,4-dimethoxyphenyl)-1'-methyl-4-(4-nitrophenyl)octahydrospiro[[1,3]dioxolane-2,6'-indole]